ClC1=CC=C(COC=2C=C(C=CC2)C=2C=C(C(=NC2)C(=O)NCC(C(=O)O)(C)C)O)C=C1 3-(5-(3-((4-chlorobenzyl)oxy)phenyl)-3-hydroxypicolinamido)-2,2-dimethylpropanoic acid